FC1=CC=C(C=C1)[C@]1(C[C@H]2[C@@H](N(OC2(C)C)C)C(C1)C)C |r| rac-(3aS,5R,7aS)-5-(4-fluorophenyl)-1,3,3,5,7-pentamethyl-octahydrobenzo[c]isoxazole